5-Cyano-N-(3-cyclopropyl-1H-indazol-5-yl)-3-methyl-4-(trifluoromethyl)picolinamide C(#N)C=1C(=C(C(=NC1)C(=O)NC=1C=C2C(=NNC2=CC1)C1CC1)C)C(F)(F)F